(R)-N-((S)-1'-(4-amino-5-iodo-1-methyl-6-oxo-1,6-dihydropyrimidin-2-yl)-5-((trimethylsilyl)ethynyl)-1,3-dihydrospiro[inden-2,4'-piperidin]-1-yl)-2-methylpropan-2-sulfinamide NC=1N=C(N(C(C1I)=O)C)N1CCC2(CC1)[C@@H](C1=CC=C(C=C1C2)C#C[Si](C)(C)C)N[S@](=O)C(C)(C)C